F[P-](F)(F)(F)(F)F.[Fe+2].F[P-](F)(F)(F)(F)F iron (II) hexafluorophosphate